((5-chloropyrazin-2-yl)thio)aniline ClC=1N=CC(=NC1)SNC1=CC=CC=C1